2-[4-[8-[4-[4-(2-aminoethyl)piperidine-1-carbonyl]-3-ethylanilino]imidazo[1,2-a]pyrazin-3-yl]-2,3-difluorophenoxy]acetonitrile NCCC1CCN(CC1)C(=O)C1=C(C=C(NC=2C=3N(C=CN2)C(=CN3)C3=C(C(=C(OCC#N)C=C3)F)F)C=C1)CC